3-(6-cyanopyridin-3-yl)-1-oxo-2-(2,2,2-trifluoroethyl)-1,2,3,4-tetrahydroisoquinoline-4-carboxylic acid C(#N)C1=CC=C(C=N1)C1N(C(C2=CC=CC=C2C1C(=O)O)=O)CC(F)(F)F